trans-(2E)-3-(1H-indazol-6-yl)-N-[(1S,2S)-2-methylcyclohexyl]prop-2-enamide N1N=CC2=CC=C(C=C12)/C=C/C(=O)N[C@@H]1[C@H](CCCC1)C